1-(oxiran-2-ylmethyl)pyrazole O1C(C1)CN1N=CC=C1